CC(C)(C)C(CCC(C(=O)O)(C)C1=CC=CC=C1)C(C(CCCCCCCCCCCCC)C(C)(C)C)O 3,5-bis(1,1-dimethylethyl)-4-hydroxy-octadecyl-phenylpropionic acid